methyl (E)-4-((hydroxyimino)methyl)benzoate O\N=C\C1=CC=C(C(=O)OC)C=C1